FC1=C(C=C(C=C1)F)CCCCCC(=O)O 6-(2,5-difluorophenyl)hexanoic acid